C(C1=CC=CC=C1)(=O)OC[C@H]1O[C@H]([C@@H]([C@@]1(O)CC)OC(C)=O)N1N=CC=2C1=NC(=NC2Cl)Cl ((2R,3R,4R,5R)-4-acetoxy-5-(4,6-dichloro-1H-pyrazolo[3,4-d]pyrimidin-1-yl)-3-Ethyl-3-hydroxytetrahydrofuran-2-yl)methyl benzoate